Cl.ClC1=NC(=CC(=C1)COC([C@H](CC=1C=C(C(=O)O)C=CC1)NC)=O)Cl (S)-3-(3-((2,6-Dichloropyridin-4-yl)methoxy)-2-(methylamino)-3-oxopropyl)benzoic acid hydrochloride